O=C1NC(CCC1N1C(C2=CC=CC(=C2C1)CCCOCCOCCOCCNC(OC(C)(C)C)=O)=O)=O tert-butyl N-[2-[2-[2-[3-[2-(2,6-dioxo-3-piperidyl)-1-oxo-isoindolin-4-yl] propoxy]ethoxy]ethoxy]ethyl]carbamate